CN1C(C=CC(=C1)[C@@H](CN[C@H](C1=CC=CC=C1)[C@@H]1CNC2=C(O1)N=CC(=C2)C=2C=NN(C2)C)C)=O |o1:7| 1-methyl-5-((S or R)-1-(((R)-((S)-7-(1-methyl-1H-pyrazol-4-yl)-2,3-dihydro-1H-pyrido[2,3-b][1,4]oxazin-3-yl)(phenyl)methyl)amino)propan-2-yl)pyridin-2(1H)-one